C1(=CC=CC=C1)C=1C=NC(=NC1)C1=NC(=NC(=N1)C1=NC=C(C=N1)C1=CC=CC=C1)C1=NC=C(C=N1)C1=CC=CC=C1 2,4,6-tris(5-phenylpyrimidin-2-yl)-1,3,5-triazine